ClC1=CC=C(C=C1)[C@@]1(N(C(C2=CC(=CC(=C12)F)[C@](CC)(O)C1CCN(CC1)CC(=O)OC(C)(C)C)=O)CC1=CC=C(C=C1)Cl)OC tert-butyl 2-{4-[(1R)-1-[(1R)-1-(4-chlorophenyl)-2-[(4-chlorophenyl)methyl]-7-fluoro-1-methoxy-3-oxo-2,3-dihydro-1H-isoindol-5-yl]-1-hydroxypropyl]piperidin-1-yl}acetate